1-[4-[4-[6-Chloro-4-(trifluoromethyl)-2-pyridinyl]piperazin-1-yl]sulfonylphenyl]-2H-pyrrol-5-one ClC1=CC(=CC(=N1)N1CCN(CC1)S(=O)(=O)C1=CC=C(C=C1)N1CC=CC1=O)C(F)(F)F